NC1=NC(=NC(=N1)N(C)C)C 2-amino-4-dimethylamino-6-methyl-1,3,5-triazine